tert-Butyl N-(6-fluoro-1-hydroxy-1,3-dihydrobenzo[c][1,2]oxaborole-5-carbonyl)-N-(2-(6-fluoro-1-hydroxy-1,3-dihydrobenzo[c][1,2]oxaborole-5-carboxamido)ethyl)glycinate FC=1C(=CC2=C(B(OC2)O)C1)C(=O)N(CC(=O)OC(C)(C)C)CCNC(=O)C1=CC2=C(B(OC2)O)C=C1F